(1R,2S,4S)-N-(4-methyl-3-(pyridin-2-yl)phenyl)bicyclo[2.2.1]heptane-2-carboxamide CC1=C(C=C(C=C1)NC(=O)[C@@H]1[C@@H]2CC[C@H](C1)C2)C2=NC=CC=C2